C(C)(C)(C)OC(NCC1(CCN(CC1)C=1N(C(C(=CN1)SC1=C(C2=CN(N=C2C=C1)C)Cl)=C=O)C)C)=O ((1-(5-((4-chloro-2-methyl-2H-indazol-5-yl)thio)-1-methyl-6-carbonyl-1,6-dihydropyrimidin-2-yl)-4-methylpiperidin-4-yl)methyl)carbamic acid tert-butyl ester